3-(4-(methoxycarbonyl)phenoxy)benzoic acid COC(=O)C1=CC=C(OC=2C=C(C(=O)O)C=CC2)C=C1